methyl 2,2-difluoro-2-(1-((trimethylsilyl)ethynyl)cyclopropyl)acetate FC(C(=O)OC)(C1(CC1)C#C[Si](C)(C)C)F